CS(=O)(=O)C=1C=CC2=C(N=NN(C2=O)CC(=O)N[C@@H](C)C2=CC=C(C=C2)OC(F)(F)F)C1 (S)-2-(7-(methylsulfonyl)-4-oxobenzo[d][1,2,3]triazin-3(4H)-yl)-N-(1-(4-(trifluoromethoxy)phenyl)ethyl)acetamide